FC1(C(CNCC1)C)F 4,4-difluoro-3-methylpiperidine